C1(CC1)C1=NC=CC(=C1)C1=NOC(=N1)[C@H](C)NC(=O)C1=CC(=NN1C)C(F)F (S)-N-(1-(3-(2-cyclopropylpyridin-4-yl)-1,2,4-oxadiazol-5-yl)ethyl)-3-(difluoromethyl)-1-methyl-1H-pyrazole-5-carboxamide